C1=CC2=C(C=C1O)NC=C2CC(C(=O)O)O The molecule is 2-hydroxy monocarboxylic acid consisting of lactic acid having a 6-hydroxyindol-3-yl group at the 3-position. It derives from a rac-lactic acid. It is a conjugate acid of a 3-(6-hydroxyindol-3-yl)lactate.